C1(CCCCC1)C1OCCOC1 Cyclohexyl-dioxane